C(C)O[Si](CCSSSCC[Si](OCC)(OCC)OCC)(OCC)OCC bis[2-(triethoxysilyl) ethyl] trisulfide